CC1COCC(N1C(=O)C1=CC(=CC=C1)C1=C2C(=NC=C1)C=C(O2)C=2C=NC(=CC2)S(=O)(=O)C)C (3,5-dimethylmorpholino)(3-(2-(6-(methylsulfonyl)pyridin-3-yl)furo[3,2-b]pyridin-7-yl)phenyl)methanone